2,6-dibromo-3,5-dimethylpyridine 1-oxide BrC1=[N+](C(=C(C=C1C)C)Br)[O-]